benzyl N-(2,7-diazaspiro[3.5]nonan-7-yl)carbamate C1NCC12CCN(CC2)NC(OCC2=CC=CC=C2)=O